(1S,5'E,11'S)-6-CHLORO-11'-HYDROXY-8'-METHYL-9'-OXO-3,4-DIHYDRO-2H-SPIRO[NAPHTHALENE-1,18'-[16]OXA[1,8]DIAZATRICYCLO[10.7.2.015,20]HENICOSA[5,12,14,20]TETRAENE]-11'-CARBOXYLIC ACID ClC=1C=C2CCC[C@]3(COC4=CC=C5[C@@](CC(N(C/C=C/CCCN(C3)C4=C5)C)=O)(C(=O)O)O)C2=CC1